C[C@H]1[C@H](N(C2CC1C2)C(=O)C2=NC(=CC=C2C2=NC=CC=N2)C)CNC2=NC=C(N=C2)C(F)(F)F |o1:1,2| N-{[(3S,4R) or (3R,4S)-4-methyl-2-[6-methyl-3-(pyrimidin-2-yl)pyridine-2-carbonyl]-2-azabicyclo[3.1.1]heptan-3-yl]methyl}-5-(trifluoromethyl)pyrazin-2-amine